1-methyl-3-N-octadecyl-3-phenylurea CNC(=O)N(C1=CC=CC=C1)CCCCCCCCCCCCCCCCCC